ClC1=NC=2C=CC=CC2C2=C1C(=NN2C)N 4-chloro-1-methyl-1H-pyrazolo[4,3-c]Quinolin-3-amine